N-(2-methoxybenzyl)-1-(2,5-dimethoxy-4-isopropylphenyl)-2-aminoethane COC1=C(CNCCC2=C(C=C(C(=C2)OC)C(C)C)OC)C=CC=C1